stilbenyl acrylate C(C=C)(=O)OC1=C(C=CC=C1)C=CC1=CC=CC=C1